4-[4-(6-chloro-3-pyridinyl)-1-piperidinyl]-2-(trifluoromethyl)benzonitrile ClC1=CC=C(C=N1)C1CCN(CC1)C1=CC(=C(C#N)C=C1)C(F)(F)F